C(C1=CC=CC=C1)N1CCC(CC1)C(=O)NCC1=C(C(=CC=C1)OC)C(F)(F)F 1-benzyl-N-(3-methoxy-2-(trifluoromethyl)benzyl)piperidine-4-carboxamide